(S)-1-pyrrolidin-3-yl-ethanone, hydrochloride Cl.N1C[C@H](CC1)C(C)=O